1,1,1-trifluoro-2-(3-iodo-7-methoxy-imidazo[1,2-a]pyridin-6-yl)propan-2-ol FC(C(C)(O)C=1C(=CC=2N(C1)C(=CN2)I)OC)(F)F